FC1=C(C=CC=C1)C1=C2C(=NN1CC1=CC(=CC=C1)C(=O)OC)CN=C2 3-(2-fluorophenyl)-2-(3-(methoxycarbonyl)benzyl)-2,6-dihydropyrrolo[3,4-c]pyrazole